C(C)(C)N(C)C=1C(=NC=CN1)C(=O)N [isopropyl(methyl)amino]pyrazine-2-carboxamide